C(C)(C)(C)NCCNC(C)(C)C N,N'-bis(tert-butyl)ethylenediamine